(S)-1-(3-(2-methylpyridin-4-yl)-1H-pyrazolo[3,4-b]pyridin-6-yl)-3-(1-phenylethyl)urea CC1=NC=CC(=C1)C1=NNC2=NC(=CC=C21)NC(=O)N[C@@H](C)C2=CC=CC=C2